ClC=1C=C2C=CN(C2=C(C1)C1=C2C(=NC=C1)C=C(S2)CN2C(C1C(C1C2=O)(C)C)=O)CC2(CNCC2)F 3-((7-(5-chloro-1-((3-fluoropyrrolidin-3-yl)methyl)-1H-indol-7-yl)thieno[3,2-b]pyridin-2-yl)methyl)-6,6-dimethyl-3-azabicyclo[3.1.0]hexane-2,4-dione